[Cs].[Ta] tantalum-cesium